C(CCCC)Cl n-Pentylchlorid